ClC1=C(OC=2C=CC(=C(C2)S(=O)(=O)N2C[C@H](CC2)NC(=O)C2CC2)O)C(=CC(=C1)N1N=C(C(NC1=O)=O)C(F)F)Cl (S)-N-(1-((5-(2,6-dichloro-4-(6-(difluoromethyl)-3,5-dioxo-4,5-dihydro-1,2,4-triazin-2(3H)-yl)phenoxy)-2-hydroxyphenyl)sulfonyl)pyrrolidin-3-yl)cyclopropanecarboxamide